CN1C=CN2C1=NC(=CC2=O)C(F)(F)F 1-methyl-7-(trifluoromethyl)imidazo[1,2-a]pyrimidin-5-one